1'-(8-((2-amino-3-chloropyridin-4-yl)thio)imidazo[1,2-c]pyrimidin-5-yl)-6-fluoro-1,3-dihydrospiro[inden-2,4'-piperidin]-1-amine NC1=NC=CC(=C1Cl)SC=1C=2N(C(=NC1)N1CCC3(CC1)C(C1=CC(=CC=C1C3)F)N)C=CN2